(9Z)-9-Dodecen-1-ol C(CCCCCCC\C=C/CC)O